N-(1-((R)-3-(3-((5-chloro-1H-indol-2-yl)methyl)-1-methylureido)piperidin-1-yl)-1-oxopropan-2-yl)acetamide ClC=1C=C2C=C(NC2=CC1)CNC(N(C)[C@H]1CN(CCC1)C(C(C)NC(C)=O)=O)=O